(E)-6-(propan-2-yl)pyridine-3-carboxylic acid CC(C)C1=CC=C(C=N1)C(=O)O